FC(S(=O)(=O)NS(=O)(=O)C(F)(F)F)(F)F bis((trifluoromethyl)sulfonyl)amine